FC(C(CCC(=O)N1CC2=CC(=CC=C2CC1)OC1=CC=C(C=C1)C(F)(F)F)=O)(F)F 5,5,5-trifluoro-1-(7-(4-(trifluoromethyl)phenoxy)-3,4-dihydroisoquinolin-2(1H)-yl)pentane-1,4-dione